O=C1C(CCCC1)CCC(=O)[O-] 3-(2-oxocyclohexyl)propanoate